tert-butyl (4-(methylsulfonyl)-2-(trifluoromethoxy)phenyl)(prop-2-yn-1-yl)carbamate CS(=O)(=O)C1=CC(=C(C=C1)N(C(OC(C)(C)C)=O)CC#C)OC(F)(F)F